N-{[2-(cyclobutylmethoxy)phenyl]methyl}-5-{2-acetamidoimidazo[1,2-b]pyridazin-6-yl}-2-methoxypyridine-3-carboxamide C1(CCC1)COC1=C(C=CC=C1)CNC(=O)C=1C(=NC=C(C1)C=1C=CC=2N(N1)C=C(N2)NC(C)=O)OC